ethyl 2-(4-(6-hydroxypyridin-2-yl)cyclohexyl)acetate OC1=CC=CC(=N1)C1CCC(CC1)CC(=O)OCC